OCC1CCN(CC1)C1=C(C=C2C(=N1)OC(C2)(C)C)C2=NN1C(N=CC(=C1)C)=C2C(=O)N (6-(4-(hydroxymethyl)piperidin-1-yl)-2,2-dimethyl-2,3-dihydrofuro[2,3-b]pyridin-5-yl)-6-methylpyrazolo[1,5-a]pyrimidine-3-carboxamide